C1(=CC=CC=C1)C(=CC=CC(CC(C=CC=C)=O)=O)C1=CC=CC=C1 1,1-bis(phenyl)-1,3,8,10-undec-tetraene-5,7-dione